3-bromo-N-[2-(2,6-dioxopiperidin-3-yl)-1-oxoisoindolin-4-yl]propanamide BrCCC(=O)NC1=C2CN(C(C2=CC=C1)=O)C1C(NC(CC1)=O)=O